CC1([C@]2(C(C[C@H]1CC2)=O)CS(=O)(=O)NCC=2C=C1C(N(C(C1=CC2)=O)N2C(NC(CC2)=O)=O)=O)C 1-((1R,4R)-7,7-dimethyl-2-oxobicyclo[2.2.1]heptan-1-yl)-N-((2-(2,4-dioxotetrahydropyrimidin-1(2H)-yl)-1,3-dioxoisoindolin-5-yl)methyl)methanesulfonamide